5-(4-chloro-3-(trifluoromethyl)phenyl)oxazole-2-carbaldehyde ClC1=C(C=C(C=C1)C1=CN=C(O1)C=O)C(F)(F)F